2'-{6-amino-5-[(1S)-1-(pyridin-2-yl)ethoxy]pyridin-3-yl}-N-[2-(pyridin-4-yl)propan-2-yl]-5',6'-dihydrospiro[pyrrolidine-3,4'-pyrrolo[1,2-b]pyrazole]-1-carboxamide NC1=C(C=C(C=N1)C=1C=C2N(N1)CCC21CN(CC1)C(=O)NC(C)(C)C1=CC=NC=C1)O[C@@H](C)C1=NC=CC=C1